C(C1=CC=CC=C1)C1=C2CC(CN(C2=CC=C1)C1=CC=C(C=C1)C(F)(F)F)NC(CC)=O N-(5-benzyl-1-(4-(trifluoromethyl)phenyl)-1,2,3,4-tetrahydroquinolin-3-yl)propionamide